COC1=C(C(=CC=C1)OC)C(=O)N1CCC(CC1)CCCCNC(=O)C=1C=CC=2N(C1)C=CN2 N-(4-{1-[(2,6-dimethoxyphenyl)carbonyl]piperidin-4-yl}butyl)imidazo[1,2-a]pyridine-6-carboxamide